Methyl (5-(7-fluoro-4-oxo-3,4-dihydrophthalazin-1-yl)-1H-benzimidazol-2-yl)carbamate FC1=CC=C2C(NN=C(C2=C1)C1=CC2=C(NC(=N2)NC(OC)=O)C=C1)=O